OC(CCN1C(N(C2=C1C=CC=C2)C)=O)(C)C 3-(3-hydroxy-3-methylbutyl)-1-methyl-1,3-dihydro-2H-benzo[d]imidazol-2-one